(2R,3R)-3-amino-4-[(tert-butyldiphenylsilyl)oxy]butan-2-ol N[C@@H]([C@@H](C)O)CO[Si](C1=CC=CC=C1)(C1=CC=CC=C1)C(C)(C)C